C(C)(=O)C1=C(C=CC=C1)NS(=O)(=O)C1=CC=C(C=C1)CNC(=O)C1=CC=2C=NC=CC2N1 N-({4-[(2-acetylphenyl)sulfamoyl]phenyl}methyl)-1H-pyrrolo[3,2-c]pyridine-2-carboxamide